C1C[C@@H](CNC1)NC(=O)C2=C(C=C(S2)C3=CC(=CC=C3)F)NC(=O)N 3-(carbamoylamino)-5-(3-fluorophenyl)-N-[(3S)-piperidin-3-yl]thiophene-2-carboxamide